2-(5-amino-2-(furan-2-yl)-7H-pyrazolo[4,3-e][1,2,4]triazolo[1,5-c]pyrimidin-7-yl)-2-phenylacetamide NC1=NC2=C(C=3N1N=C(N3)C=3OC=CC3)C=NN2C(C(=O)N)C2=CC=CC=C2